1-(2-(6-(2-ethyl-5-fluoro-4-hydroxyphenyl)-4-fluoro-1H-indazol-3-yl)-1,4,6,7-tetrahydro-5H-imidazo[4,5-c]pyridin-5-yl)-2-morpholinoethan-1-one C(C)C1=C(C=C(C(=C1)O)F)C1=CC(=C2C(=NNC2=C1)C=1NC2=C(CN(CC2)C(CN2CCOCC2)=O)N1)F